Cl.CC1=C(C(NC(=C1)C)=O)CNC(=O)C=1C=C(C=C(C1C)N(C1CCOCC1)CC)C1=CC=C(C=C1)CN1CCOCC1 N-((4,6-dimethyl-2-oxo-1,2-dihydropyridin-3-yl)methyl)-5-(ethyl-(tetrahydro-2H-pyran-4-yl)amino)-4-methyl-4'-(morpholinomethyl)-[1,1'-biphenyl]-3-carboxamide hydrochloride